ClC1=CC(=NC=C1C)N1CC(C1)C 1-(4-chloro-5-methylpyridin-2-yl)azetidin-3-yl-methane